C1(=CC=CC2=CC=CC=C12)C(C)NC(C)=O N-(1-(α-naphthyl)ethyl)acetamide